C1(=CC=CC=C1)/C=C/CC trans-4-phenyl-3-butene